dimethyl N-cyanodithioiminocarbonate CSC(=NC#N)SC